methyl 7-[2-(2-bromoethoxy)-5-chloro-phenyl]-5-methyl-thieno[3,2-b]pyridine-3-carboxylate BrCCOC1=C(C=C(C=C1)Cl)C1=C2C(=NC(=C1)C)C(=CS2)C(=O)OC